CN1C(N(C2=C1C=C(C=C2)N2CCC(CC2)C(=O)O)C2C(N(C(CC2)=O)C)=O)=O 1-[3-methyl-1-(1-methyl-2,6-dioxo-3-piperidyl)-2-oxo-benzimidazol-5-yl]piperidine-4-carboxylic acid